2-((tert-butoxycarbonyl)amino)-6-methylhept-5-enoic acid C(C)(C)(C)OC(=O)NC(C(=O)O)CCC=C(C)C